2-(5-methoxy-3-indolyl)-cyclohexanone COC=1C=C2C(=CNC2=CC1)C1C(CCCC1)=O